6-Chloro-3-[[(1R)-1-[3,6-dimethyl-2-(2-methylpyrazolo[4,3-b]pyridin-5-yl)-4-oxo-chromen-8-yl]ethyl]amino]-N-methylsulfonyl-pyridine-2-carboxamide ClC1=CC=C(C(=N1)C(=O)NS(=O)(=O)C)N[C@H](C)C=1C=C(C=C2C(C(=C(OC12)C=1C=CC=2C(N1)=CN(N2)C)C)=O)C